(4S)-3-[5-(4-fluorophenyl)-1,5-dioxopentyl]-4-phenyl-2-oxazolidinone FC1=CC=C(C=C1)C(CCCC(=O)N1C(OC[C@@H]1C1=CC=CC=C1)=O)=O